3-hydroxyphenylpropionate OC=1C=C(C=CC1)OC(CC)=O